Ethyl 6-(azetidin-1-yl)-2-(2-fluorophenyl)imidazo[1,2-b]pyridazine-3-carboxylate N1(CCC1)C=1C=CC=2N(N1)C(=C(N2)C2=C(C=CC=C2)F)C(=O)OCC